1,4,7-Tris(carboxy-methyl)1,4,7,10-tetraazacyclododecane C(=O)(O)CN1CCN(CCN(CCNCC1)CC(=O)O)CC(=O)O